(1S,3ar,6as)-N-((S)-4-chloro-3-oxo-1-((S)-2-oxopyrrolidin-3-yl)butan-2-yl)-2-(4-methoxy-1H-indole-2-carbonyl)octahydrocyclopenta[c]Pyrrole-1-carboxamide ClCC([C@H](C[C@H]1C(NCC1)=O)NC(=O)[C@H]1N(C[C@H]2[C@@H]1CCC2)C(=O)C=2NC1=CC=CC(=C1C2)OC)=O